C1(CC1)OC1=NC=CC=C1C1=CC(=C2C(=N1)C(=NN2C(C)C)C)NCC=2C(=NC=CC2)OC 5-(2-Cyclopropoxypyridin-3-yl)-1-isopropyl-N-((2-methoxypyridin-3-yl)methyl)-3-methyl-1H-pyrazolo[4,3-b]pyridin-7-amine